N1C=CC=2C(=CC=CC12)C(=O)C1=C(C=CC(=C1)[N+](=O)[O-])S(=O)(=O)NN (1H-indole-4-carbonyl)-4-nitrobenzenesulfonohydrazide